C(C)(=O)OC.FC1=CC=C(C=C1)C(=C)C1COC2(C1CC(C=C2)=O)C (Z)-(4-Fluorophenyl) (7a-methyl-5-oxo-3a,4,5,7a-tetrahydrobenzofuran-3(2H)-ylethylene) methyl acetate